(R)-N-((S)-1-(6-((R)-amino(cyclopropyl)methyl)-1-((2-(trimethylsilyl)ethoxy)methyl)-1H-benzo[d]imidazol-2-yl)-4,4-difluoro-3,3-dimethylbutyl)-2-methylpropane-2-sulfinamide N[C@@H](C=1C=CC2=C(N(C(=N2)[C@H](CC(C(F)F)(C)C)N[S@](=O)C(C)(C)C)COCC[Si](C)(C)C)C1)C1CC1